S(N)(OC[C@@H]1[C@H](C[C@@H](C1)NC1=NC=NC=C1C(=O)C=1SC=C(C1)[C@](C)(O)C1=NC(=CC=C1)Br)O)(=O)=O [(1R,2S,4R)-4-{[5-({4-[(1S)-1-(6-bromopyridin-2-yl)-1-hydroxy ethyl]-2-thienyl}carbonyl)pyrimidin-4-yl]amino}-2-hydroxycyclopentyl]methyl sulfamate